1-(2-(3,5-difluorophenoxy)-6-(trifluoromethyl)benzyl)-3,3-dimethyl-6-(trifluoromethyl)indolin-2-one FC=1C=C(OC2=C(CN3C(C(C4=CC=C(C=C34)C(F)(F)F)(C)C)=O)C(=CC=C2)C(F)(F)F)C=C(C1)F